6-cyclopropyl-1-methyl-4-[[(1R)-1-[3-(trifluoromethyl)phenyl]ethyl]amino]pyrido[3,4-d]pyridazin-7-one C1(CC1)N1C=C2C(=NN=C(C2=CC1=O)C)N[C@H](C)C1=CC(=CC=C1)C(F)(F)F